N-butyl-aminopropyltrimethoxysilane C(CCC)NCCC[Si](OC)(OC)OC